FC(OC1=NC(=CC=C1NC(=O)C1(CC(C1)=O)C1=C(C=CC=C1)C(C)C)C)F N-(2-(difluoromethoxy)-6-methylpyridin-3-yl)-1-(2-isopropylphenyl)-3-oxocyclobutane-1-carboxamide